6'-(((1S,3S)-3-((6-Cyclopropyl-1,2,4-triazin-3-yl)amino)cyclopentyl)amino)-3-(trifluoromethyl)-2H-[1,3'-bipyridin]-2-one C1(CC1)C1=CN=C(N=N1)N[C@@H]1C[C@H](CC1)NC1=CC=C(C=N1)N1C(C(=CC=C1)C(F)(F)F)=O